ClC=1C=C(C=CC1)C(C(=O)N1CC2=C(N=C(NC2=O)C2(CC2)C=2SC=C(C2)C(C)C)CC1)(F)F 6-(2-(3-chlorophenyl)-2,2-difluoroacetyl)-2-(1-(4-isopropylthiophen-2-yl)cyclopropyl)-5,6,7,8-tetrahydropyrido[4,3-d]pyrimidin-4(3H)-one